C1=CC(=CC=2C3=CC=CC=C3NC12)C=CC1=CC=CC=2SC3=CC=CC=C3NC12 (2-(9H-carbazol-3-yl)vinyl)-10H-phenothiazine